COCC(CC(CC(C)=O)(O)OC(CC(COC)=O)(CC(C)=O)O)=O 1-methoxy-4-hydroxy-2,6-dioxo-4-heptyl ether